COC1=C(C(=CC=C1)OC)C1=CN(C2=NC(=CC=C21)NC(=O)NCC2(CN(C2)C)F)COCC[Si](C)(C)C 1-[3-(2,6-dimethoxyphenyl)-1-{[2-(trimethylsilyl)ethoxy]methyl}pyrrolo[2,3-b]pyridin-6-yl]-3-[(3-fluoro-1-methylazetidin-3-yl)methyl]urea